Cl.N[C@@H](CC1=CC=CC=C1)C(=O)NCCCCCCCCCCCCCCCC L-phenylalanyl-hexadecylamine hydrochloride